zirconium mono-tert-butoxide CC(C)(C)[O-].[Zr+]